ClC=1C=CC2=C(CC(CC=3N2C(=NN3)[C@@H]3CC[C@H](CC3)OC3=NC=CC=C3)=O)C1 8-chloro-1-[trans-4-(pyridin-2-yloxy)cyclohexyl]-4H-[1,2,4]triazolo[4,3-a][1]benzazepin-5(6H)-one